NC1CCC(CC1)C(CN1CCN(CC1)C1=CC=C(C=C1)C1CNCCC1)(F)F 3-[4-[4-[2-(4-aminocyclohexyl)-2,2-difluoro-ethyl]piperazin-1-yl]phenyl]piperidine